10-(3-phenylnaphthalen-1-yl)-9-anthraceneboronic acid C1(=CC=CC=C1)C=1C=C(C2=CC=CC=C2C1)C1=C2C=CC=CC2=C(C2=CC=CC=C12)B(O)O